(S)-3-(5-(4-((1-(3-fluoro-4-((3S,4S)-7-hydroxy-3-phenylchroman-4-yl)phenyl)piperidin-4-yl)methyl)piperazin-1-yl)-1-oxoisoindolin-2-yl)piperidine-2,6-dione FC=1C=C(C=CC1[C@H]1[C@H](COC2=CC(=CC=C12)O)C1=CC=CC=C1)N1CCC(CC1)CN1CCN(CC1)C=1C=C2CN(C(C2=CC1)=O)[C@@H]1C(NC(CC1)=O)=O